C(CCC)[Sn](C1=NC=C(C=C1)C)(CCCC)CCCC tributyl-(5-methyl-2-pyridyl)stannane